ClC=1C=C(NC=2C3=C(N=CN2)C=CC(=N3)N3[C@@H]2CN([C@H](C3)C2)C(=O)OC(C)(C)C)C=CC1OCC1COCC1 tert-butyl (1S,4S)-5-[4-[3-chloro-4-(tetrahydrofuran-3-ylmethoxy)anilino]pyrido[3,2-d]pyrimidin-6-yl]-2,5-diazabicyclo[2.2.1]heptane-2-carboxylate